(S)-3-(1H-Benzo[d]imidazol-6-yl)-4-(biphenyl-4-yl)oxazolidin-2-on N1C=NC2=C1C=C(C=C2)N2C(OC[C@@H]2C2=CC=C(C=C2)C2=CC=CC=C2)=O